dipotassium naphthalene-2,6-disulfonate C1=C(C=CC2=CC(=CC=C12)S(=O)(=O)[O-])S(=O)(=O)[O-].[K+].[K+]